ClC1=CC=C(C=C1)C=1C(C(=CN(C1)C(C)C)C(=O)O)=O 5-(4-chlorophenyl)-1-isopropyl-4-oxo-1,4-dihydropyridine-3-carboxylic acid